C(C)C=1N(C2=C(C(=NC=3C=CC=CC23)N)N1)CCCCNC1CCOCC1 2-ethyl-1-(4-((tetrahydro-2H-pyran-4-yl)amino)butyl)-1H-imidazo[4,5-c]Quinolin-4-amine